Cl.COC(=O)N1CCC(CC1)CN(CCC)[C@H]1CC2=C(N=C(S2)N)CC1 (R)-4-(((2-amino-4,5,6,7-tetrahydrobenzo[d]thiazol-6-yl)(propyl)amino)methyl)piperidine-1-carboxylic acid methyl ester hydrochloride